C(CCC)[Bi](O[Bi](CCCC)(CCCC)(CCCC)CCCC)(CCCC)(CCCC)CCCC tetrabutyl-λ5-bismuthanyloxy(tetrabutyl)-λ5-bismuthane